C(C)(=O)OC1[C@H](OC(C)=O)[C@H]([C@H](OC(C)=O)[C@H](O1)COC(C)=O)N=[N+]=[N-] 3-Azido-3-deoxy-α,β-D-glucopyranose tetraacetate